CC=1C=CC=2N(C3=CC=C(C=C3C2C1)C)C1=C(C#N)C(=C(C(=C1N1C2=CC=C(C=C2C=2C=C(C=CC12)C)C)N1C2=CC=C(C=C2C=2C=C(C=CC12)C)C)N1C2=CC=C(C=C2C=2C=C(C=CC12)C)C)C1=CC(=NC(=C1)C1=CC=CC=C1)C1=CC=CC=C1 2,3,4,5-tetrakis(3,6-dimethyl-9H-carbazol-9-yl)-6-(2,6-diphenylpyridin-4-yl)benzonitrile